C(C)(C)(C)N(C(=O)C=1C2=C(N(N1)C1=CC(=CC(=C1)Cl)Cl)C1=C(OC2)C=C(C(=C1)C=C)OC)C N-tert-butyl-1-(3,5-dichlorophenyl)-7-methoxy-N-methyl-8-vinyl-1,4-dihydrobenzopyrano[4,3-c]pyrazole-3-carboxamide